C(C)(C)(C)N1N=C(C=2C1=NC=NC2N)C2=NOC(=C2C2=NC=C(C(=N2)C)N2CCNCC2)C2CC2 1-tert-butyl-3-[5-cyclopropyl-4-(4-methyl-5-piperazin-1-yl-pyrimidin-2-yl)isoxazol-3-yl]pyrazolo[3,4-d]pyrimidin-4-amine